ClC1=CC=2C3=C(NC(C2C=C1)=O)N=NN3C 8-chloro-1-methyl-1,4-dihydro-5H-[1,2,3]triazolo[4,5-c]isoquinolin-5-one